tert-Butyl 2-(2-hydroxyethyl)-3-oxo-5,6,8,8a-tetrahydro-1H-imidazo[1,5-a]pyrazine-7-carboxylate OCCN1C(N2C(CN(CC2)C(=O)OC(C)(C)C)C1)=O